C1=CN=NN=C1C2=NN=NC=C2 bitriazine